FC12C(C(C(C(C1(F)F)(F)F)(C2(F)F)F)(F)F)(F)F perfluoronorbornan